7-methyl-5-(trifluoromethyl)quinoline CC1=CC(=C2C=CC=NC2=C1)C(F)(F)F